2-(2,6-diethoxy-4-((4-(4-(trifluoromethyl)benzyl)piperazin-1-yl)methyl)phenoxy)-2-methylpropanoic acid ethyl ester C(C)OC(C(C)(C)OC1=C(C=C(C=C1OCC)CN1CCN(CC1)CC1=CC=C(C=C1)C(F)(F)F)OCC)=O